FC(C(=O)O)(F)F.ClC1=C(C=CC(=C1)OC=1N=NNC1C(=O)O)C1=CC=C(C=C1)N1CCCCC1 4-((2-chloro-4'-(piperidin-1-yl)-[1,1'-biphenyl]-4-yl)oxy)-1H-1,2,3-triazole-5-carboxylic acid 2,2,2-trifluoroacetate